CC1=C2NC(=C1CCC(NCCCC1=CC=CC=C1)=O)C=C1C(=C(C(=N1)C=C1C(=C(C(N1)=CC=1C(=C(C(N1)=C2)C)C=C)C)C=C)C)CCC(=O)O 3-(2,8,13,18-Tetramethyl-3-(3-oxo-3-((3-phenylpropyl)amino)propyl)-12,17-divinylporphyrin-7-yl)propionic acid